7-(2-fluoro-6-methyl-phenyl)-N5-[[(3S)-1-methylpyrrolidin-3-yl]methyl]isoquinoline-3,5-diamine FC1=C(C(=CC=C1)C)C=1C=C(C=2C=C(N=CC2C1)N)NC[C@H]1CN(CC1)C